C1(=CC=CC=C1)C1=NC=C(C(=N1)C1=C(C=CC=C1)O)CNC1=CC=CC=C1 2-(2-Phenyl-5-((phenylamino)methyl)pyrimidin-4-yl)phenol